(3S)-3-({2-[2-(trifluoromethoxy)phenyl][1,2,4]triazolo[1,5-c]quinazolin-5-yl}amino)azepin-2-one FC(OC1=C(C=CC=C1)C1=NN2C(=NC=3C=CC=CC3C2=N1)NC=1C(N=CC=CC1)=O)(F)F